(3-Methoxy-4-methylphenyl)-4-(5-methyl-2-oxo-8-vinyl-1,2-dihydroquinazolin-3(4H)-yl)cyclohexanecarboxamide COC=1C=C(C=CC1C)C1(CCC(CC1)N1C(NC2=C(C=CC(=C2C1)C)C=C)=O)C(=O)N